C1(CCC(N1C(C(C(=O)O)N1C(CCC1=O)=O)C(=O)O)=O)=O disuccinimidyl-succinic acid